tert-butyl N-[5-ethylsulfonyl-6-[1-(2,2,3,3,3-pentafluoropropyl) pyrrolo[2,3-c]pyridin-5-yl]-3-pyridyl]-N-methyl-carbamate C(C)S(=O)(=O)C=1C=C(C=NC1C=1C=C2C(=CN1)N(C=C2)CC(C(F)(F)F)(F)F)N(C(OC(C)(C)C)=O)C